5-[4-[2-(trifluoromethyl)benzoyl]aminophenyl]-1H-naphtho[1,2-b][1,4]diazepine-2,4(3H,5h)-dione FC(C1=C(C(=O)NC2=CC=C(C=C2)N2C3=C(NC(CC2=O)=O)C2=CC=CC=C2C=C3)C=CC=C1)(F)F